C1(=CC=CC=C1)CC(=O)NC(C=1C(O)=CC=CC1)=O N-(2-phenylacetyl)salicylamide